ClC=1N=C(C2=C(N1)C(=C(N=C2)Cl)F)N2CC1(CNC(N1)=O)CCC2 7-(2,7-dichloro-8-fluoropyrido[4,3-d]pyrimidin-4-yl)-1,3,7-triazaspiro[4.5]decan-2-one